Cl.O1CCN(CC1)C=1C2=C(N=C(N1)NC1=CC(=NN1)C1=CC(=CC=C1)OC(F)(F)F)C1=C(O2)N=CC=C1 4-morpholino-N-(3-(3-(trifluoromethoxy)phenyl)-1H-pyrazol-5-yl)pyrido[3',2':4,5]furo[3,2-d]pyrimidin-2-amine hydrochloride